FC1([C@@H](CN2C(N(C=C21)C2=NOC1=C2C(=CC(=C1)C)C1=C(C=C(C=C1F)F)F)=O)NS(=O)(=O)CC)F N-{(6R)-7,7-difluoro-2-[6-methyl-4-(2,4,6-trifluorophenyl)-1,2-benzoxazol-3-yl]-3-oxo-2,5,6,7-tetrahydro-3H-pyrrolo[1,2-c]imidazol-6-yl}ethanesulfonamide